3-n-propyl-6-methyl-2,4-heptanediol di-n-butyl-benzoate C(CCC)C=1C(=C(C(=O)O)C=CC1)CCCC.C(CC)C(C(C)O)C(CC(C)C)O